COC([C@H](C(C)(C)NC(=O)OC(C)(C)C)N)=O (2S)-2-amino-3-{[(tert-butoxy)carbonyl]Amino}-3-methylbutanoic acid methyl ester